FC=1C(=C(C(=O)O)C=C(C1)NC(=O)C1(CC1)C1=CC=C(C=C1)C(F)(F)F)C=1C=NN(C1)C(C)C 3-Fluoro-2-[1-(propan-2-yl)-1H-pyrazol-4-yl]-5-[({1-[4-(trifluoromethyl)phenyl]cyclopropyl}carbonyl)amino]benzoic acid